pentaerythritol tetra(2-decyl)tetradecanoate CC(CCCCCCCC)C(C(C(=O)OCC(CO)(CO)CO)(C(C)CCCCCCCC)C(C)CCCCCCCC)(CCCCCCCCCCC)C(C)CCCCCCCC